CC=1C=C(C=CC1C)NC1=C(C=C2C(=N1)NN=C2N)F N6-(3,4-dimethylphenyl)-5-fluoro-1H-pyrazolo[3,4-b]pyridine-3,6-diamine